N-((1-(4-(difluoromethyl)-phenyl)-1,2,3,4-tetrahydroquinolin-3-yl)methyl)acrylamide FC(C1=CC=C(C=C1)N1CC(CC2=CC=CC=C12)CNC(C=C)=O)F